(1-(1-(2,2,2-trifluoroethyl)piperidin-4-yl)-1H-indol-5-yl)acrylamide FC(CN1CCC(CC1)N1C=CC2=CC(=CC=C12)C(C(=O)N)=C)(F)F